gamma-(3-pyridylmethyl)-proline N1=CC(=CC=C1)CC1C[C@H](NC1)C(=O)O